4-((tert-butoxycarbonyl)amino)but-2-ynoic acid C(C)(C)(C)OC(=O)NCC#CC(=O)O